CCCCC/C=C\C/C=C\C/C=C\C/C=C\CCCC(=O)NCCF Arachidonoyl-2'-Fluoroethylamide